N-(4-nitro-3-(trifluoro-methyl)phenyl)isobutyramide tert-butyl-1-ethyl-3-oxo-2-[2-(trifluoromethyl)pyrimidin-5-yl]-2,8-diazaspiro[4.5]decane-8-carboxylate C(C)(C)(C)OC(=O)N1CCC2(CC(N(C2CC)C=2C=NC(=NC2)C(F)(F)F)=O)CC1.[N+](=O)([O-])C1=C(C=C(C=C1)NC(C(C)C)=O)C(F)(F)F